(3S,4R)-N-(4-fluoro-2-methyl-phenyl)-N,3-dimethyl-piperidin-4-amine FC1=CC(=C(C=C1)N([C@H]1[C@H](CNCC1)C)C)C